N-[3-chloro-4-(oxetan-3-ylmethoxy)phenyl]-6-[(3S)-pyrrolidin-3-yl]oxy-pyrido[3,2-d]pyrimidin-4-amine ClC=1C=C(C=CC1OCC1COC1)NC=1C2=C(N=CN1)C=CC(=N2)O[C@@H]2CNCC2